FC1(CC(C(CC1)O)[C@@H]1N2C(C3=CC=CC=C13)=CN=C2)F 4,4-difluoro-2-((S)-5H-imidazo[5,1-a]isoindol-5-yl)cyclohexan-1-ol